N-[(3RS)-3-amino-4,4-difluorobutyl]-N-{(1R)-1-[1-benzyl-4-(2,5-difluorophenyl)-1H-pyrrol-2-yl]-2,2-dimethylpropyl}-2-hydroxyacetamide N[C@H](CCN(C(CO)=O)[C@H](C(C)(C)C)C=1N(C=C(C1)C1=C(C=CC(=C1)F)F)CC1=CC=CC=C1)C(F)F |&1:1|